CN1N=C2[C@@H](N(CCC2=C1C1=CC(=NN1C)C(F)(F)F)C(=O)C1=CC2=C(C=N1)N=CS2)C (S)-(2,7-Dimethyl-3-(1-methyl-3-(trifluoromethyl)-1H-pyrazol-5-yl)-2,4,5,7-tetrahydro-6H-pyrazolo[3,4-c]pyridin-6-yl)(thiazolo[4,5-c]pyridin-6-yl)methanone